(4-((1,1-difluoro-2-methylpropan-2-yl)amino)cyclohexyl)carbamic acid tert-butyl ester C(C)(C)(C)OC(NC1CCC(CC1)NC(C(F)F)(C)C)=O